(2s,4s)-2-(4-(2-Fluorophenyl)piperidine-1-carbonyl)-7-oxa-5-azaspiro[3.4]octan FC1=C(C=CC=C1)C1CCN(CC1)C(=O)C1CC2(C1)NCOC2